CN(C/C=C/C(=O)N(C)C1=CC=C2CCN(CC2=C1)C(C1=CC(=C(C=C1)O)C(C)C)=O)C (E)-4-(Dimethylamino)-N-(2-(4-hydroxy-3-isopropylbenzoyl)-1,2,3,4-tetrahydroisoquinolin-7-yl)-N-methylbut-2-enamide